heptacos-18-en-10-yl-4-(dimethylamino)butanoate CCCCCCCCCC(CCCCCCCC=CCCCCCCCC)OC(CCCN(C)C)=O